N-(4-bromo-3-(5-(4-chlorophenyl)-1H-pyrrolo[2,3-b]pyridine-3-carbonyl)-2-fluorophenyl)propane-1-sulfonamide BrC1=C(C(=C(C=C1)NS(=O)(=O)CCC)F)C(=O)C1=CNC2=NC=C(C=C21)C2=CC=C(C=C2)Cl